ClC1=CC2=C(C=N1)C(=NN2C=2C(=CC(=C(C2)SCC(=O)OC)[N+](=O)[O-])OC)C Methyl 2-((5-(6-chloro-3-methyl-1H-pyrazolo[4,3-c]pyridin-1-yl)-4-methoxy-2-nitrophenyl)thio)acetate